5-methyl-6-[4-(1-methyl-1H-pyrazol-4-yl)-benzyl]-imidazo[1,2-a]pyridine-8-carboxylic acid CC1=C(C=C(C=2N1C=CN2)C(=O)O)CC2=CC=C(C=C2)C=2C=NN(C2)C